1-oxo-1-hydroxy-phospholane O=P1(CCCC1)O